OCCOCN1C(=O)NC(=O)C(C)=C1SC1=CC=CC=C1 1-[(2-hydroxyethoxy)methyl]-6-(phenylsulfanyl)-thymine